[Cl-].[Cl-].C(C)(C)(C)[V+2]C(C)(C)C di-tert-butylvanadium dichloride